FC1=CC=C2CCC(C(C2=C1)=O)C(C)=O 7-fluoro-2-acetyl-1-tetralone